3-Fluorocyclobutyl(8-amino-7-fluoro-6-(8-methyl-2,3-dihydro-1H-pyrido[2,3-b][1,4]oxazin-7-yl)isoquinolin-3-yl)carbamate FC1CC(C1)N(C([O-])=O)C=1N=CC2=C(C(=C(C=C2C1)C1=C(C2=C(OCCN2)N=C1)C)F)N